NC(C(=O)NC1=CC=C(C=C1)C1=C2C(=NC=C1)NC=C2)=CC2=CC(=CC=C2)O (2R)-2-Amino-3-(3-hydroxyphenyl)-N-[4-(1H-pyrrolo[2,3-b]pyridin-4-yl)phenyl]propenamide